benzyl 4-(2-(4-((tert-butoxycarbonyl)amino)piperidin-1-yl)-2-oxoethoxy)piperidine-1-carboxylate C(C)(C)(C)OC(=O)NC1CCN(CC1)C(COC1CCN(CC1)C(=O)OCC1=CC=CC=C1)=O